FC=1C(=C(C=CC1F)NC1=C(C(=O)OC)C=C(C=C1)C(F)(F)F)C methyl 2-((3,4-difluoro-2-meth-ylphenyl)amino)-5-(trifluorometh-yl)benzoate